1-butylpyrrolidin-2-one C(CCC)N1C(CCC1)=O